N(C1=CC=CC=C1)CC#N anilineacetonitrile